2-(3-(2-(2-aminoethoxy)ethoxy)propanamido)-N-(6-methoxypyridazin-3-yl)-4-(methylamino)benzamide NCCOCCOCCC(=O)NC1=C(C(=O)NC=2N=NC(=CC2)OC)C=CC(=C1)NC